COC=1C(=C(C2=CC=CC=C2C1)OS(=O)(=O)C(F)(F)F)C (3-methoxy-2-methyl-1-naphthyl)trifluoromethanesulfonate